(2S)-5-(4-ethoxyphenyl)-2-hydroxyvaleric acid C(C)OC1=CC=C(C=C1)CCC[C@@H](C(=O)O)O